NC1=NC(N(C=C1C)[C@@H]1O[C@]([C@H](C1)O[Si](C)(C)C(C)(C)C)(CCl)CO[Si](C)(C)C(C)(C)C)=O 4-amino-1-[(2R,4S,5R)-4-[(tert-butyldimethylsilyl)oxy]-5-{[(tert-butyldimethylsilyl)oxy]methyl}-5-(chloromethyl)oxolan-2-yl]-5-methyl-pyrimidin-2-one